IC(I)C(=O)C1=CC=C(C=C1)Cl diiodomethyl(4-chlorophenyl)ketone